D-Glutamine Aminoamide NNC([C@H](N)CCC(N)=O)=O